N1(CC=CC1)C(=O)N 2,5-dihydropyrrole-1-carboxamide